C(C=C)(=O)NC1C2(CCC(C1)C2(C)C)CS(=O)(=O)O 2-acrylamido-7,7-dimethyl-1-sulfomethylbicyclo[2.2.1]heptane